2-(3-((benzyloxy)methyl)-4-ethyl-5-oxo-4,5-dihydro-1H-1,2,4-triazol-1-yl)-8-bromo-3-fluoro-6-(2-fluoro-5-tolyl)-1,6-naphthyridin-5(6H)-one C(C1=CC=CC=C1)OCC1=NN(C(N1CC)=O)C1=NC=2C(=CN(C(C2C=C1F)=O)C=1C=CC(=C(C1)C)F)Br